C(C)OC(C(=O)Cl)OCC diethoxyacetylchloride